5-(2-amino-[1,2,4]triazolo[1,5-a]pyridin-7-yl)-N-(2-(cyclopentyloxy)-4-fluorobenzyl)-2-methoxynicotinamide NC1=NN2C(C=C(C=C2)C=2C=NC(=C(C(=O)NCC3=C(C=C(C=C3)F)OC3CCCC3)C2)OC)=N1